lithium 4,5-dicyano-1,2,3-triazolate C(#N)C1(N=NN=C1C#N)C(=O)[O-].[Li+]